Cl.CN[C@@H](CC(C)C)C(=O)N1C[C@]2(C[C@H]1C(=O)N)C(NCCC2)=O (3s,5S)-2-(methyl-L-leucyl)-6-oxo-2,7-diazaspiro[4.5]decane-3-carboxamide hydrochloride